8-Bromo-3-chloro-5-(tetrahydrofuran-2-yl)isoquinoline BrC=1C=CC(=C2C=C(N=CC12)Cl)C1OCCC1